3-(4,4,5,5-tetramethyl-1,3,2-dioxaborolan-2-yl)phenoxathiin-2-amine CC1(OB(OC1(C)C)C=1C(=CC=2SC3=CC=CC=C3OC2C1)N)C